C(#N)C1=NN(C2=CC(=CC=C12)COC1=CC=CC(=N1)C1CCNCC1)C 4-(6-((3-cyano-1-methyl-1H-indazol-6-yl)methoxy)pyridin-2-yl)piperidine